[(2R,6R)-2-(hydroxymethyl)-4-isopropyl-6-(5-methyl-2,4-dioxo-pyrimidin-1-yl)morpholin-2-yl]methyl benzoate C(C1=CC=CC=C1)(=O)OC[C@@]1(CN(C[C@@H](O1)N1C(NC(C(=C1)C)=O)=O)C(C)C)CO